6-(1-adamantyl)hexane C12(CC3CC(CC(C1)C3)C2)CCCCCC